(S)-1-cyano-N-(5-(((S)-2-(methoxymethyl)pyrrolidin-1-yl)methyl)thiazol-2-yl)pyrrolidine-3-carboxamide C(#N)N1C[C@H](CC1)C(=O)NC=1SC(=CN1)CN1[C@@H](CCC1)COC